S1C(=CC2=C1C=CC=C2)C2=CC=CC=1SC3=C(C12)C=CC=C3 benzothienyl-dibenzothiophene